4,6-difluoro-7-methyl-1H-benzo[d]imidazole-2-carboxylic acid FC1=CC(=C(C=2NC(=NC21)C(=O)O)C)F